(Z)-1-((1H-indol-4-yl)methylene)-4-phenylthiosemicarbazide N1C=CC2=C(C=CC=C12)\C=N/NC(=S)NC1=CC=CC=C1